tert-butyl N-(3-fluoro-4,5,6,7-tetrahydrobenzothiophen-5-yl)carbamate FC1=CSC2=C1CC(CC2)NC(OC(C)(C)C)=O